2-(2-fluoro-4-(4,4,5,5-tetramethyl-1,3,2-dioxaborol-2-yl)phenyl)acetate FC1=C(C=CC(=C1)B1OC(C(O1)(C)C)(C)C)CC(=O)[O-]